C(=O)O.C(=O)O.OC1(CC1)C1CN(CCN1)C=1N=NC(=CN1)C1=C(C=C(C=C1)C=1C=NNC1)O 2-{3-[3-(1-hydroxycyclopropyl)piperazin-1-yl]-1,2,4-triazin-6-yl}-5-(1H-pyrazol-4-yl)phenol diformate